2-(4-chloro-3-fluorophenoxy)-N-(3-{[6-(4-chlorophenyl)pyridin-2-yl]amino}bicyclo[1.1.1]pent-1-yl)acetamide ClC1=C(C=C(OCC(=O)NC23CC(C2)(C3)NC3=NC(=CC=C3)C3=CC=C(C=C3)Cl)C=C1)F